C(=C/CCCCCCCCCCCCCCCCC)/C1=CC=C(C(=O)OC)C=C1 Methyl (Z)-4-(nonadec-1-en-1-yl)benzoate